(1S,3R)-3-{3-[(imidazo[1,2-a]pyridin-2-ylacetyl)amino]-1H-pyrazol-5-yl}cyclopentyl propylcarbamate C(CC)NC(O[C@@H]1C[C@@H](CC1)C1=CC(=NN1)NC(CC=1N=C2N(C=CC=C2)C1)=O)=O